(R)-3-(3-hydroxyphenyl)-pentanoic acid methyl ester COC(C[C@@H](CC)C1=CC(=CC=C1)O)=O